ClC1=CC(=C(C=N1)C1=NC=C(C=C1F)CN1CCN(CC1)C)NCC(CO)(C)C 3-((6'-chloro-3-fluoro-5-((4-methylpiperazin-1-yl)methyl)-[2,3'-bipyridin]-4'-yl)amino)-2,2-dimethylpropan-1-ol